5-[4-(2-hydroxyethoxy)phenyl]-thianthrenium OCCOC1=CC=C(C=C1)[S+]1C=2C=CC=CC2SC2=CC=CC=C12